N-{[4-(phenoxathiine-4-sulfonyl)phenyl]methyl}thieno[2,3-c]pyridine C1=CC=C(C=2OC3=CC=CC=C3SC12)S(=O)(=O)C1=CC=C(C=C1)CN1C=C2C(C=C1)=CCS2